2-methyl-5-(1-methyl-1H-1,2,3-triazol-4-yl)benzene-1-sulfonyl chloride CC1=C(C=C(C=C1)C=1N=NN(C1)C)S(=O)(=O)Cl